C(C)(C)(C)N1N=CC(=C1)NC(CC1=NC=C(C=C1F)O)=O N-(1-(tert-butyl)-1H-pyrazol-4-yl)-2-(3-fluoro-5-hydroxypyridin-2-yl)acetamide